4-(benzylthio)-2-(((2R,7aS)-2-((tert-butyldiphenylsilyl)oxy)hexahydro-1H-pyrrolizin-7a-yl)methoxy)-7-(8-chloronaphthalen-1-yl)-8-fluoropyrido[4,3-d]pyrimidine C(C1=CC=CC=C1)SC=1C2=C(N=C(N1)OC[C@]13CCCN3C[C@@H](C1)O[Si](C1=CC=CC=C1)(C1=CC=CC=C1)C(C)(C)C)C(=C(N=C2)C2=CC=CC1=CC=CC(=C21)Cl)F